C1(CC1)C(=O)CC=1SC2=C(N1)C=CC=C2 cyclopropylcarbonylmethyl-benzothiazole